N2-(3-(5-(cyclopropyl-methoxy)pyridin-2-yl)-1,2,4-thiadiazol-5-yl)-N3,N3-dimethyl-pyridine-2,3-diamine C1(CC1)COC=1C=CC(=NC1)C1=NSC(=N1)NC1=NC=CC=C1N(C)C